C(C)(C)N1C(C2=C(C=CC=C2C1)B(O)O)=O (2-ISOPROPYL-1-OXOISOINDOLIN-7-YL)BORONIC ACID